2-methyl-2-morpholino(4-mercaptomethylphenyl)propan-1-one CC(C(=O)C1=CC=C(C=C1)CS)(C)N1CCOCC1